4-hydroxy-3-{[(1-methyl-4-oxo-1,4-dihydroquinolin-3-yl)methyl][(2-methylpyridin-4-yl)methyl]amino}piperidine-1-carboxylate OC1C(CN(CC1)C(=O)[O-])N(CC1=CC(=NC=C1)C)CC1=CN(C2=CC=CC=C2C1=O)C